C(O)(O)=O.OC1=C(C=C(C=C1)C1(CCCCC1)C1=CC(=C(C=C1)O)C)C 1,1-bis(4-hydroxy-3-methylphenyl)cyclohexane carbonate